5-(2,2-difluorocyclopropyl)-7-[7-fluoro-2-(oxan-2-yl)indazol-4-yl]-9-methyl-[1,3]oxazolo[5,4-b][1,7]phenanthroline FC1(C(C1)C1=CC=2C(=C3C(=NC2C=2C=CC=NC12)OC(=N3)C)C=3C1=CN(N=C1C(=CC3)F)C3OCCCC3)F